(S)-18-((3-azido-1-carboxypropyl)amino)-18-oxooctadecanoic acid N(=[N+]=[N-])CC[C@@H](C(=O)O)NC(CCCCCCCCCCCCCCCCC(=O)O)=O